O1COC2=C1C=CC(=C2)N(C(=O)C=2C=C(C=CC2)N2N=C(C=C2OC2CCC(CC2)C(=O)O)C(F)(F)F)C 4-[2-[3-[1,3-benzodioxol-5-yl-(methyl)carbamoyl]phenyl]-5-(trifluoromethyl)pyrazol-3-yl]oxycyclohexanecarboxylic acid